5-methyl-N-(naphthalen-2-yl)-2-(trifluoromethyl)[1,2,4]triazolo[1,5-a]pyrimidin-7-amine CC1=NC=2N(C(=C1)NC1=CC3=CC=CC=C3C=C1)N=C(N2)C(F)(F)F